(R)-glycidyl nosylate S(=O)(=O)(OC[C@H]1CO1)C1=CC=C([N+](=O)[O-])C=C1